2-(aminomethyl)-N1,N1-dimethylpropane-1,3-diamine NCC(CN(C)C)CN